4-(6-Methoxy-3-(1-(1-(tetrahydro-2H-pyran-4-carbonyl)piperidin-4-yl-4-d)-1H-pyrazol-4-yl)-1H-pyrazolo[4,3-b]pyridin-5-yl)-2,3-dihydro-1H-indene-1-carbonitrile COC=1C=C2C(=NC1C1=C3CCC(C3=CC=C1)C#N)C(=NN2)C=2C=NN(C2)C2(CCN(CC2)C(=O)C2CCOCC2)[2H]